FC(C(C)OC=1C(=CC2=C(N=C(N=C2)SC)N1)C1=C(C(=C(C=C1)NS(=O)(=O)CC1=CC=CC=C1)F)F)F N-(4-(7-((1,1-difluoropropan-2-yl)oxy)-2-(methylthio)pyrido[2,3-d]pyrimidin-6-yl)-2,3-difluorophenyl)-1-phenylmethanesulfonamide